C(#N)CCC=1C=C2C(=C(C(=NC2=C(C1C1=C(C(=CC=C1)Cl)Cl)F)C)C(=O)OCC)N[C@H]1[C@H]2CN([C@@H]1C2)C(=O)OC(C)(C)C tert-butyl (1R,4R,5S)-5-(((R)-6-(2-cyanoethyl)-7-(2,3-dichlorophenyl)-3-(ethoxycarbonyl)-8-fluoro-2-methylquinolin-4-yl)amino)-2-azabicyclo[2.1.1]hexane-2-carboxylate